ammoniomethacrylic acid [NH3+]C=C(C(=O)O)C